(S)-N-(1-(4-((3-chloro-2-fluorophenyl)amino)pyrido[3,2-d]pyrimidin-6-yl)pyrrolidin-3-yl)acrylamide ClC=1C(=C(C=CC1)NC=1C2=C(N=CN1)C=CC(=N2)N2C[C@H](CC2)NC(C=C)=O)F